ClC=1C=C(C=CC1OC(F)(F)F)C1=CC=C(C=C1)C(C)=O 1-(3'-chloro-4'-(trifluoromethoxy)-[1,1'-biphenyl]-4-yl)ethan-1-one